(1R,4S,5S)-4-(hydroxymethyl)-3,6-diazabicyclo[3.2.2]nonane-6-carboxylic acid tert-butyl ester C(C)(C)(C)OC(=O)N1[C@@H]2[C@H](NC[C@H](C1)CC2)CO